N-(3-(2-(4,4-Difluorocyclohexyl)ethyl)-1-methyl-1H-pyrrolo[2,3-b]pyridin-5-yl)acrylamide FC1(CCC(CC1)CCC1=CN(C2=NC=C(C=C21)NC(C=C)=O)C)F